1,4-dimethyl-7-isopropyl-2-azulenesulfonic acid CC1=C(C=C2C(=CC=C(C=C12)C(C)C)C)S(=O)(=O)O